NC=1C=C(C=C2C=C(N=CC12)NC1=NN2CC(NCCC2=C1)=O)C1=C(C=C(C(=O)N)C=C1C)F 4-(8-amino-3-((7-oxo-5,6,7,8-tetrahydro-4H-pyrazolo[1,5-d][1,4]diazepin-2-yl)amino)isoquinolin-6-yl)-3-fluoro-5-methylbenzamide